CC1=C(C=CC=C1)/C=C/C(=O)O E-3-(2-methylphenyl)acrylic acid